7-Amino-1-methyl-6-(4-methylthiazol-2-yl)-3,4-dihydroquinolin-2(1H)-one NC1=C(C=C2CCC(N(C2=C1)C)=O)C=1SC=C(N1)C